1-{[1-(2-acetyl-4-fluorophenyl)-1H-pyrazol-5-yl]methyl}-1H-imidazole-4-carbonitrile C(C)(=O)C1=C(C=CC(=C1)F)N1N=CC=C1CN1C=NC(=C1)C#N